C(C)(C)(C)[Si](OC[C@H]1NC([C@@H](N(C2=C(C1)C=CC(=C2)O)C)C(C)C)=O)(C2=CC=CC=C2)C2=CC=CC=C2 (2S,5S)-5-{[tert-butylbis(phenyl)siloxy]methyl}-9-hydroxy-2-isopropyl-1-methyl-1,4,5,6-tetrahydro-1,4-benzodiazocin-3(2H)-one